COC(C1=CC=C(C=C1)NC(C(CCOC)N1C(C=C(C(=C1)OC)C1=C(C=CC(=C1)Cl)C=1OC=NN1)=O)=O)=O 4-[(2-{4-[5-chloro-2-(1,3,4-oxadiazol-2-yl)phenyl]-5-methoxy-2-oxopyridin-1(2H)-yl}-4-methoxybutyryl)amino]benzoic acid methyl ester